C(C1=CC=CC=C1)OCC1CCC(CC1)C(=O)NC=1C=C(C(=O)OC)C=CC1O methyl 3-[[4-(benzyloxymethyl)cyclohexanecarbonyl]amino]-4-hydroxy-benzoate